6-amino-4-fluoro-7-isopropenyl-1,3-benzothiazole-2-carboxylic acid NC1=C(C2=C(N=C(S2)C(=O)O)C(=C1)F)C(=C)C